hydroxyethylterephthalic acid OCCC1=C(C(=O)O)C=CC(=C1)C(=O)O